2-(4-Butoxy-phenyl)-N-(4-oxo-2-pyrrolidin-1-yl-4H-quinazolin-3-yl)-acetamide C(CCC)OC1=CC=C(C=C1)CC(=O)NN1C(=NC2=CC=CC=C2C1=O)N1CCCC1